4-[[[4-[2-hydroxy-4-(trifluoromethyl)phenyl]phthalazin-1-yl]amino]methyl]pyrrolidin-2-one OC1=C(C=CC(=C1)C(F)(F)F)C1=NN=C(C2=CC=CC=C12)NCC1CC(NC1)=O